2-methyl-N-((5-methylfuran-2-yl)methyl)-5-oxo-6-(thiophen-2-ylmethyl)-5,6-dihydro-1,6-naphthyridine-3-carboxamide CC1=NC=2C=CN(C(C2C=C1C(=O)NCC=1OC(=CC1)C)=O)CC=1SC=CC1